OC1=C(C(=CC(=C1)C(F)(F)F)C)C1=CC(=C(C(=N1)[N+](=O)[O-])O)OC 6-[2-Hydroxy-6-methyl-4-(trifluoromethyl)phenyl]-4-methoxy-2-nitro-pyridin-3-ol